C(#N)[C@H]1C[C@H](C1)N1C2=NC(=NC=C2N(C1=O)C)NC=1C(=C(C(=O)N)C=C(C1)C)F ((9-(cis-3-cyanocyclobutyl)-7-methyl-8-oxo-8,9-dihydro-7H-purin-2-yl)amino)-2-fluoro-5-methylbenzamide